C(N)(=O)[C@H]1N2C(N([C@H](CC1)C2)OS(=O)(=O)OC=2C(=C(C(=O)[O-])C=CC2)CC(C(C)(C)C)(C)C)=O (((((1R,2S,5R)-2-carbamoyl-7-oxo-1,6-diazabicyclo[3.2.1]oct-6-yl) oxy) sulfonyl) oxy)-2,2,3,3-tetramethylbutylbenzoate